FC=1C2=C(N3C1C=NCC3)N=CC(=C2)N2CC3(C2)CCC3.[O].[Nb].[Fe] Iron-niobium oxygen 5-fluoro-3-(2-azaspiro[3.3]heptan-2-yl)-8,9-dihydropyrido[3',2':4,5]pyrrolo[1,2-a]pyrazin